C1(CC1)C=1C(=CC=2N(N1)C(=CN2)C=2C(=NC=CC2)N[C@H]2CNC[C@@H]2F)OC (6-cyclopropyl-7-methoxy-imidazo[1,2-b]pyridazin-3-yl)-N-[(3S,4S)-4-fluoropyrrolidin-3-yl]pyridin-2-amine